tert-butyl 3-(4-(2-(2-aminopyridin-3-yl)-5-(prop-1-en-2-yl)-3H-imidazo[4,5-b]pyridin-3-yl)phenyl)azetidine-1-carboxylate NC1=NC=CC=C1C1=NC=2C(=NC(=CC2)C(=C)C)N1C1=CC=C(C=C1)C1CN(C1)C(=O)OC(C)(C)C